sulfurylpyridine S(=O)(=O)=C1NC=CC=C1